OCCOC1=CC=C(C=C1)C1(C2=CC=CC=C2C=2C=CC=CC12)C1=CC=C(C=C1)OCCO bis[4'-(2''-hydroxyethoxy)phenyl]-9H-fluorene